cis-8-dimethylamino-3-[6-[(2-hydroxy-ethyl)-methyl-amino]-5-(trifluoromethyl)-pyridin-3-yl]-8-phenyl-1,3-diazaspiro[4.5]decan-2-one CN(C1(CCC2(CN(C(N2)=O)C=2C=NC(=C(C2)C(F)(F)F)N(C)CCO)CC1)C1=CC=CC=C1)C